N1=C(C=CC=C1)C1=NC(=NC(=N1)C1=NC=CC=C1)C1=CC=C(C=C1)B(O)O (4-(4,6-di(pyridin-2-yl)-1,3,5-triazin-2-yl)phenyl)boronic acid